2-(2-methyl-2H-tetrazol-5-yl)pyridine-5-boronic acid pinacol ester CN1N=C(N=N1)C1=NC=C(C=C1)B1OC(C)(C)C(C)(C)O1